2-(1-acryloyl-4-(8-chloro-6-fluoro-7-(3-fluoro-2-methylphenyl)-4-(((S)-1-methylpyrrolidin-2-yl)methoxy)-1H-imidazo[4,5-c]quinolin-1-yl)piperidin-2-yl)acetonitrile C(C=C)(=O)N1C(CC(CC1)N1C=NC=2C(=NC=3C(=C(C(=CC3C21)Cl)C2=C(C(=CC=C2)F)C)F)OC[C@H]2N(CCC2)C)CC#N